C(=O)C1=C(C=NC(=C1O)C)COC1=C(OP(=O)=N[C@H](C(=O)OC2=CC3=CC=CC=C3C=C2)C)C=CC=C1 (2S)-Naphthalen-2-yl 2-(((4-formyl-5-hydroxy-6-methylpyridin-3-yl)methoxy)(phenoxy)phosphorylamino)propanoate